[6-[(3-cyclopropyl-1,2,4-thiadiazol-5-yl)methyl]-2,6-diazaspiro[3.3]heptan-2-yl]-[6-(3-cyclopropyl-1H-1,2,4-triazol-5-yl)-2-azaspiro[3.3]heptan-2-yl]methanone C1(CC1)C1=NSC(=N1)CN1CC2(CN(C2)C(=O)N2CC3(C2)CC(C3)C3=NC(=NN3)C3CC3)C1